tert-butyl (R)-3-(4-(2-(benzyloxy)phenyl)-4-hydroxy-N-(8-methylisoquinolin-1-yl)piperidine-1-carboxamido)piperidine-1-carboxylate C(C1=CC=CC=C1)OC1=C(C=CC=C1)C1(CCN(CC1)C(=O)N(C1=NC=CC2=CC=CC(=C12)C)[C@H]1CN(CCC1)C(=O)OC(C)(C)C)O